5-(1H-imidazol-1-yl)-2-nitrophenol N1(C=NC=C1)C=1C=CC(=C(C1)O)[N+](=O)[O-]